BrCCOC1=CC=C(C=C1)C=1C=C(C=C2C3=C(N(C12)CC)C(=NC=C3)C)Cl 8-(4-(2-Bromoethoxy)phenyl)-6-chloro-9-ethyl-1-methyl-9H-pyrido[3,4-b]indole